OC1=C(C(=O)N(C=2C=C3C=CC=NC3=CC2)CCC)C=C(C(=C1)O)C(C)C 2,4-dihydroxy-5-isopropyl-N-propyl-N-(quinolin-6-yl)benzamide